3-bromopyridine BrC=1C=NC=CC1